4-(3-chloro-4-((1S,2S)-2-(5-chloropyridin-3-yl)cyclopropyl)-5',6-dimethyl-2-oxo-2H-[1,4'-bipyridin]-2'-yl)-3-fluorothiophene-2-carboxylic acid ClC=1C(N(C(=CC1[C@@H]1[C@H](C1)C=1C=NC=C(C1)Cl)C)C1=CC(=NC=C1C)C=1C(=C(SC1)C(=O)O)F)=O